FC1=C(OCCCCP(O)(=O)NO)C=CC(=C1F)C1CCC(CC1)CCCCC P-(4-(2,3-difluoro-4-(4-pentylcyclohexyl)phenoxy)butyl)-N-hydroxyphosphonamidic acid